C(CCC)OC([C@H](C)OS(=O)(=O)C1=CC=C(C=C1)C)=O (S)-2-(4-methylbenzenesulfonyloxy)propionic acid butyl ester